5-(trifluoromethyl)-3-[(3S)-3-[4-[5-(trifluoromethyl)pyrimidin-2-yl]piperazine-1-carbonyl]-3,4-dihydro-1H-isoquinolin-2-yl]-1H-pyridazin FC(C=1C=C(NNC1)N1CC2=CC=CC=C2C[C@H]1C(=O)N1CCN(CC1)C1=NC=C(C=N1)C(F)(F)F)(F)F